[5-({1-[(2E)-2-(aminomethyl)-3-fluoroprop-2-en-1-yl]-5-oxo-1,5-dihydro-4H-1,2,4-triazol-4-yl}methyl)thiophen-2-yl]-N-tert-butylpyridine-3-sulfonamide NC/C(/CN1N=CN(C1=O)CC1=CC=C(S1)C1=NC=CC=C1S(=O)(=O)NC(C)(C)C)=C\F